ClC1=CC=C2C(=N1)C(CN2C2=NC(=NC=N2)NC=2C(=CC(=C(C2)NC(C=C)=O)N(C)CCN(C)C)OC)(C)C N-(5-((4-(5-chloro-3,3-dimethyl-2,3-dihydro-1H-pyrrolo[3,2-b]pyridin-1-yl)-1,3,5-triazin-2-yl)amino)-2-((2-(dimethylamino)ethyl)(methyl)amino)-4-methoxyphenyl)acrylamide